2-(8-((2s,5r)-2-ethyl-5-methylpiperazin-1-yl)-5-methyl-6-oxo-5,6-dihydroimidazo[1,2-b]pyridazin-2-yl)acetonitrile C(C)[C@@H]1N(C[C@H](NC1)C)C=1C=2N(N(C(C1)=O)C)C=C(N2)CC#N